sodium aurous cyanide [Au]C#N.[Na]